3,6-di-tert-butyl-1-(diphenylphosphino)-9H-carbazole C(C)(C)(C)C=1C=C(C=2NC3=CC=C(C=C3C2C1)C(C)(C)C)P(C1=CC=CC=C1)C1=CC=CC=C1